adipic acid hexamethylenediammonium salt [NH3+]CCCCCC[NH3+].C(CCCCC(=O)[O-])(=O)[O-]